C(C)C1=C(N)C(=CC=C1[N+](=O)[O-])CC 2,6-diethyl-3-nitroaniline